2-(6-Fluoro-1-methyl-1H-indol-5-yl)-6-(4-methylpiperazine-1-carbonyl)pyrimidine FC1=C(C=C2C=CN(C2=C1)C)C1=NC(=CC=N1)C(=O)N1CCN(CC1)C